(5-{5-[5-Fluoro-6-(2-methoxy-ethoxy)-1H-indazol-3-yl]-isoxazol-3-yl}-pyridin-2-yl)-(4-oxetan-3-yl-piperazin-1-yl)-methanone FC=1C=C2C(=NNC2=CC1OCCOC)C1=CC(=NO1)C=1C=CC(=NC1)C(=O)N1CCN(CC1)C1COC1